C1(CCC1)NC1=C(C=C(C=C1)NC(OC(C)(C)C)=O)[N+](=O)[O-] tert-butyl (4-(cyclobutylamino)-3-nitrophenyl)carbamate